BrC1=CC=C(C=C1)C1=CC=C(C=C1)C1=CC=C(C=C1)Br 4,4''-Dibromo-1,1':4',1''-terphenyl